3-amino-N-(2-fluoro-4-(1H-pyrazol-4-yl)phenyl)-2-phenylpropionamide dihydrochloride Cl.Cl.NCC(C(=O)NC1=C(C=C(C=C1)C=1C=NNC1)F)C1=CC=CC=C1